CC1=NC(=CC(=C1)C=1NC2=CC=C(C=C2C1C(C)C)C1CCN(CC1)C(CN(C)CC(C1=CC=CC=C1)O)=O)C 1-(4-(2-(2,6-dimethylpyridin-4-yl)-3-isopropyl-1H-indol-5-yl)piperidin-1-yl)-2-((2-hydroxy-2-phenylethyl)(methyl)amino)ethan-1-one